(1-cyclopropyl)propan C1(CC1)CCC